COC([C@@H](NC([C@@H](NC(=O)OC(C)(C)C)C(C)C)=O)CSC)=O N-((tert-butoxycarbonyl)-L-valyl)-S-methyl-L-cysteine methyl ester